glycerol mono-palmitate C(CCCCCCCCCCCCCCC)(=O)OCC(O)CO